4-bromo-2-methoxy-6-nitro-benzenethiol BrC1=CC(=C(C(=C1)[N+](=O)[O-])S)OC